(2R,4S)-N-((2S)-1-((4-((Z)-N'-((((2-Ethylhexyl)oxy)carbonyl)oxy)carbamimidoyl)benzyl)amino)-1-oxopropan-2-yl)-4-phenylpiperidine-2-carboxamide di-trifluoroacetate salt FC(C(=O)O)(F)F.FC(C(=O)O)(F)F.C(C)C(COC(=O)O\N=C(/N)\C1=CC=C(CNC([C@H](C)NC(=O)[C@@H]2NCC[C@@H](C2)C2=CC=CC=C2)=O)C=C1)CCCC